(E)-3-Decen-1-ol C(C\C=C\CCCCCC)O